4,5-dimethyl-2-ethylphenol CC1=CC(=C(C=C1C)O)CC